C1(CC1)C1=NC(=NO1)C=1C(=C(C=CC1)NC1=C(N=NC=C1)C(=O)NC([2H])([2H])[2H])OC([2H])([2H])[2H] 4-((3-(5-cyclopropyl-1,2,4-oxadiazol-3-yl)-2-(methoxy-d3)phenyl)amino)-N-(methyl-d3)pyridazine-3-carboxamide